C(C)(C)(C)OC(=O)NC=1C=2N(C=C(C1)C1CC1)C=C(N2)CN2N=NC(=C2)C(=O)OC(C)(C)C tert-butyl 1-((8-((tert-butoxycarbonyl)amino)-6-cyclopropylimidazo[1,2-a]pyridin-2-yl)methyl)-1H-1,2,3-triazole-4-carboxylate